ClC1=CC=C2C(=CC(=NC2=C1Cl)N1[C@@H](CCC1)CN)N1C=NC=C1 (S)-(1-(7,8-Dichloro-4-(1H-imidazol-1-yl)quinolin-2-yl)pyrrolidin-2-yl)methanamine